(3S)-1-[6-(2,2-dimethylpropylsulfonylamino)-2-azaspiro[3.3]heptane-2-carbonyl]pyrrolidine-3-carboxamide CC(CS(=O)(=O)NC1CC2(CN(C2)C(=O)N2C[C@H](CC2)C(=O)N)C1)(C)C